5-amino-3-[(2-methoxypyridin-4-yl)methyl]-3,4-dihydroquinazolin-4-one NC1=C2C(N(C=NC2=CC=C1)CC1=CC(=NC=C1)OC)=O